CC(C(=O)NC=1C=C2CCN(C2=CC1[N+](=O)[O-])CC1=CC=C(C=C1)C(F)(F)F)(C)C 2,2-Dimethyl-N-[6-nitro-1-(4-trifluoromethylbenzyl)-2,3-dihydro-1H-indol-5-yl]-propionamide